ClC=1C=C(COC=2C=C3CCC(C3=CC2)N2CC(C2)C(=O)O)C=CC1F 1-(5-((3-chloro-4-fluorobenzyl)-oxy)-2,3-dihydro-1H-inden-1-yl)azetidine-3-carboxylic acid